C(C)(C)(C)OC(=O)NC1CN(CC1)C=1C=CC(=C(C(=O)O)C1)OC 5-(3-((tert-Butoxycarbonyl)amino)pyrrolidin-1-yl)-2-methoxybenzoic acid